3-(5-amino-8-bromo-3-oxo-7-phenyl-[1,2,4]triazolo[4,3-C]pyrimidin-2(3H)-yl)propanal NC1=NC(=C(C=2N1C(N(N2)CCC=O)=O)Br)C2=CC=CC=C2